ClC1=NC=C(C(=C1)F)C1=CC=C(C=C1)F 2-chloro-4-fluoro-5-(4-fluorophenyl)pyridine